COC=1C=C(CN2C(C3=CC=C(C=C3C=C2)C2=CC=NC=C2)=O)C=CC1 2-(3-Methoxybenzyl)-6-(pyridin-4-yl)isoquinolin-1(2H)-one